(S)-4-((2-Hydroxy-1-methyl-ethyl)sulfonamido)-N-(4-methyl-6-morpholino-pyridin-2-yl)-2-(6-azaspiro[2.5]octan-6-yl)benzamide OC[C@H](C)S(=O)(=O)NC1=CC(=C(C(=O)NC2=NC(=CC(=C2)C)N2CCOCC2)C=C1)N1CCC2(CC2)CC1